methyl (S)-3-(N-(4-chloro-5-cyano-2-(2-(3-hydroxypropyl)piperidin-1-yl)phenyl)sulfamoyl)-4-hydroxybenzoate ClC1=CC(=C(C=C1C#N)NS(=O)(=O)C=1C=C(C(=O)OC)C=CC1O)N1[C@@H](CCCC1)CCCO